ClCCCS(=O)(=O)C=1C(=CC=2N(C1)C=CN2)OC 6-((3-chloropropyl)sulfonyl)-7-methoxyimidazo[1,2-a]pyridine